3-acryloyloxypropyltripropoxysilane C(C=C)(=O)OCCC[Si](OCCC)(OCCC)OCCC